C(C)(C)(C)OC(=O)N1[C@H](CC(=CC1)OS(=O)(=O)C(F)(F)F)C (2S)-2-methyl-4-[(trifluoromethanesulfonyl)oxy]-3,6-dihydropyridine-1(2H)-carboxylic acid tert-butyl ester